4-[1-(2,6-dioxo-3-piperidinyl)-3,4-dihydro-2H-quinolin-5-yl]piperazine-1-carboxylic acid tert-butyl ester C(C)(C)(C)OC(=O)N1CCN(CC1)C1=C2CCCN(C2=CC=C1)C1C(NC(CC1)=O)=O